COC1=C(C=CC=2NC=NC21)C2=CNC1=NC(=CC=C12)NC(=O)C1CC1 N-[3-(4-methoxy-1H-1,3-benzodiazol-5-yl)-1H-pyrrolo[2,3-b]pyridin-6-yl]cyclopropanecarboxamide